1-(3-bromobenzyl)-N3-(4-methoxyphenyl)-1H-1,2,4-triazole-3,5-diamine BrC=1C=C(CN2N=C(N=C2N)NC2=CC=C(C=C2)OC)C=CC1